C(N)(=O)N=NC(C#N)(C)C 2-(carbamoyl-azo)isobutyRonitrile